(3S)-3-(5-cyano-3-furyl)-5-hydroxy-isoxazolidine-2-carboxylic acid tert-butyl ester C(C)(C)(C)OC(=O)N1OC(C[C@H]1C1=COC(=C1)C#N)O